2-{6-[3-(cyclobutylamino)-3-methylpyrrolidin-1-yl]pyridazin-3-yl}-4-fluoro-5-(6-methoxypyridazin-4-yl)phenol C1(CCC1)NC1(CN(CC1)C1=CC=C(N=N1)C1=C(C=C(C(=C1)F)C1=CN=NC(=C1)OC)O)C